BrC=1C=C(C=CC1)C=1C(=CC=CC1)C1=CC=CC=C1 3-bromo-1,1':2',1''-terphenyl